ethyl 2-(3-((tert-butoxycarbonyl) amino) propyl)-4-methyl-4-nitropentanoate C(C)(C)(C)OC(=O)NCCCC(C(=O)OCC)CC(C)([N+](=O)[O-])C